(S)-N-(4-(2-hydroxy-3-((2-methoxyphenethyl)amino)propoxy)phenyl)-N-methylmethanesulfonamide O[C@H](COC1=CC=C(C=C1)N(S(=O)(=O)C)C)CNCCC1=C(C=CC=C1)OC